4-sec-pentylaniline C(C)(CCC)C1=CC=C(N)C=C1